tert-butyl 5-(4,4,5,5-tetramethyl-1,3,2-dioxaborolan-2-yl)-2,3-dihydro-1H-isoindole-2-carboxylate CC1(OB(OC1(C)C)C=1C=C2CN(CC2=CC1)C(=O)OC(C)(C)C)C